FC1(CCN(CC1)C=1C(=NC2=CC(=CC(=C2N1)C(C)=N[S@](=O)C(C)(C)C)F)C)F (R)-N-(1-(3-(4,4-difluoropiperidin-1-yl)-7-fluoro-2-methylquinoxalin-5-yl)ethylidene)-2-methylpropane-2-sulfinamide